C1=C2C=C3C(=CC=C4C=5C=CC=CC5N=C34)C2=CC=C1 trans-Indenocarbazol